N1CCC2=C(C=CC=C12)SC=1N=CC(=NC1)N1CCC2([C@@H]([C@@H](OC2)C)N[S@](=O)C(C)(C)C)CC1 (R)-N-((3S,4S)-8-(5-(indolin-4-ylthio)pyrazin-2-yl)-3-methyl-2-oxa-8-azaspiro[4.5]dec-4-yl)-2-methylpropan-2-sulfinamide